ClC=1SC(=C(N1)CC)Cl 2-(2,5-dichloro-1,3-thiazol-4-yl)ethan